SC1=NN=CN1C 3-mercapto-4-methyl-1,2,4-triazole